4-(diphenylamino)benzoic acid C1(=CC=CC=C1)N(C1=CC=C(C(=O)O)C=C1)C1=CC=CC=C1